CC1=CC=C(C=C1)CC(=O)C1=CC(=C(C(=C1)OC)OC)OC (4-methylphenyl)-1-(3,4,5-trimethoxyphenyl)ethan-1-one